(-)-O-acetyl-L-malic anhydride CC(=O)O[C@H]1CC(=O)OC1=O